trichloro(pentamethylcyclopentadienyl)titanium(IV) Cl[Ti](C1(C(=C(C(=C1C)C)C)C)C)(Cl)Cl